BrC1=CC=2C(C3=CC(=CC=C3C2C=C1)Br)(C)C 2,7-Dibromo-9,9-dimethylfluorene